NC(C)(C)C1CN(CC1)C=1C=CC(=NC1)NC=1N=CC2=C(N1)N(C(C(=C2)CO)=O)C2CCCC2 2-{5-[3-(1-amino-1-methylethyl)-pyrrolidin-1-yl]-pyridin-2-ylamino}-8-cyclopentyl-6-hydroxymethyl-8H-pyrido[2,3-d]Pyrimidin-7-one